(3E)-6,6-dioctyloxy-1,3-hexadiene C(CCCCCCC)OC(C/C=C/C=C)OCCCCCCCC